3-(4-(3-(((R)-1-(((1r,4R)-4-(4-amino-3-(difluoromethyl)-1H-Pyrazol-1-yl)cyclohexyl)methyl)pyrrolidin-3-yl)oxy)prop-1-yn-1-yl)-3-methyl-1H-indazol-1-yl)piperidine-2,6-Dione NC=1C(=NN(C1)C1CCC(CC1)CN1C[C@@H](CC1)OCC#CC1=C2C(=NN(C2=CC=C1)C1C(NC(CC1)=O)=O)C)C(F)F